FC1(CCC(CC1)C(C)C1=CC=CC=C1)F (1-(4,4-difluorocyclohexyl)ethyl)benzene